N=1C=NN2C1C=C(C=C2)OC2=CC(=C(C=C2C)NC2=NC=NC1=CC=C3C(=C21)OC[C@@H]2N3CCN(C2)C(=O)OC(C)(C)C)F tert-butyl (R)-4-((4-([1,2,4]triazolo[1,5-a]pyridin-7-yloxy)-2-fluoro-5-methylphenyl)amino)-6a,7,9,10-tetrahydropyrazino[1',2':4,5][1,4]oxazino[2,3-f]quinazoline-8(6H)-carboxylate